[N+](#[C-])C1CCC1 isocyano-cyclobutane